FC1=C(C(=CC=C1)F)C1=NN=C2N1C1=C(C=NC2O)C=CC=C1 2,6-difluorophenyl-4H-[1,2,4]triazolo[4,3-a][1,4]benzodiazepin-4-ol